1-(tert-butyl) 3-methyl-6-oxocyclohex-1-ene-1,3-dicarboxylate CC1(C=C(C(CC1)=O)C(=O)OC(C)(C)C)C(=O)[O-]